O=C(C(=O)O)C=1OC=CC1 2-oxo-2-(furan-2-yl)acetic acid